FC(C1=CC=C(C=N1)NC(=O)C1CC12CCN(CC2)C(=O)OC(C(F)(F)F)C(F)(F)F)(F)F 1,1,1,3,3,3-hexafluoropropan-2-yl (+)-1-((6-(trifluoromethyl) pyridin-3-yl) carbamoyl)-6-azaspiro[2.5]octane-6-carboxylate